ClC1=CC=C(C=C1)C(CC(=O)OC)NC(C(C(C)C)NC(=O)OC(C)C)=O methyl 3-(4-chlorophenyl)-3-(2-isopropoxycarbonylamino-3-methylbutyryl-amino)propionate